C(CC)(=O)OC1CNCC1 pyrrolidin-3-yl propionate